tert-butyl N-[2-(4-cyanophenyl) ethyl]-N-ethylcarbamate C(#N)C1=CC=C(C=C1)CCN(C(OC(C)(C)C)=O)CC